8-(3-(Trifluoromethyl)-1-methyl-1H-pyrazol-4-yl)-6-((2-methyl-1H-imidazol-1-yl)methyl)chroman-4-one FC(C1=NN(C=C1C=1C=C(C=C2C(CCOC12)=O)CN1C(=NC=C1)C)C)(F)F